6-bromo-4-(difluoromethyl)-1H-indole BrC1=CC(=C2C=CNC2=C1)C(F)F